lithium chloro-hydroxybenzoate sodium chloro-hydroxybenzoate ClC=1C(=C(C(=O)[O-])C=CC1)O.[Na+].ClC=1C(=C(C(=O)[O-])C=CC1)O.[Li+]